Iodofluorine IF